(benzoyloxymethyl)-3,4-bis(benzoyloxy)-5-(trifluoromethyl)-6-(2-oxo-2-(p-bromophenyl)ethyl)tetrahydropyran C(C1=CC=CC=C1)(=O)OCC1OC(C(C(C1OC(C1=CC=CC=C1)=O)OC(C1=CC=CC=C1)=O)C(F)(F)F)CC(C1=CC=C(C=C1)Br)=O